C1CCC2=C(C=3CCCC3C=C12)NC(=O)NS(C1=CC(=CO1)C(=O)N(C)CC1(CCC1)O)(=O)=N 5-([[(1,2,3,5,6,7-hexahydro-s-indacen-4-yl)carbamoyl]amino](imino)oxo-lambda6-sulfanyl)-N-[(1-hydroxycyclobutyl)methyl]-N-methylfuran-3-carboxamide